BrC1=CC=CC(=N1)NC(=O)[C@H]1NCC[C@H]1N1C(C2=CC=CC=C2C1=O)=O (2S,3R)-N-(6-Bromopyridin-2-yl)-3-(1,3-dioxoisoindolin-2-yl)pyrrolidine-2-carboxamide